C(C)OC(=O)C=1C=NN(C1C(F)(F)F)C1=C(C=NC=C1)Cl 1-(3-Chloropyridin-4-yl)-5-(trifluoromethyl)-1H-pyrazole-4-carboxylic acid ethyl ester